C(C)N1N=C(C(=C1)NC1=NC=CC(=N1)C1=CN(C2=CC(=CC=C12)NC(C=C)=O)C)C N-[3-[2-[(1-ethyl-3-methyl-pyrazol-4-yl)amino]pyrimidin-4-yl]-1-methyl-indol-6-yl]prop-2-enamide